[Pd].[Al] ALUMINIUM-PALLADIUM